2-{[3-(2-chlorophenyl)-2-(2,4-difluorophenyl)oxiran-2-yl]Methyl}-2,4-dihydro-3H-1,2,4-triazole-3-thione ClC1=C(C=CC=C1)C1C(O1)(C1=C(C=C(C=C1)F)F)CN1N=CNC1=S